N-(3-(1-benzyl-1H-indol-6-yl)-1H-pyrazol-5-yl)-4-(2-methoxyethoxy)benzamide C(C1=CC=CC=C1)N1C=CC2=CC=C(C=C12)C1=NNC(=C1)NC(C1=CC=C(C=C1)OCCOC)=O